2-(2,6-dioxopiperidin-3-yl)-5-((3-(trans-3-(4-(5-methoxypyridin-2-yl)-1H-pyrazol-1-yl)cyclobutyl)propyl)amino)isoindoline-1,3-dione O=C1NC(CCC1N1C(C2=CC=C(C=C2C1=O)NCCC[C@@H]1C[C@H](C1)N1N=CC(=C1)C1=NC=C(C=C1)OC)=O)=O